C(C)OC(=O)[C@H]1N([C@H]2C[C@]2(C1)COCCNC(C)=O)C(CNC(CCCOC1=CC=CC=C1)=O)=O (1S,3S,5R)-5-((2-acetamidoethoxy)methyl)-2-((4-phenoxybutyryl)glycyl)-2-azabicyclo[3.1.0]hexane-3-carboxylic acid ethyl ester